CC1=C(C=CC(=C1)C1=NC2=CC=C(C=C2C=N1)C(F)(F)F)N1CCOC2=C(C1=O)N(N=C2)CC2=NN=NN2 7-[2-methyl-4-[6-(trifluoromethyl)quinazolin-2-yl]phenyl]-1-[(1H-1,2,3,4-tetrazol-5-yl)methyl]-1H,5H,6H,7H,8H-pyrazolo[3,4-f][1,4]oxazepin-8-one